4-chloro-3-(2-chloroethoxy)-N-methyl-8-(1H-pyrazolo[3,4-b]pyridin-5-yl)-5,6,7,8-tetrahydronaphthalene-2-carboxamide ClC1=C(C(=CC=2C(CCCC12)C=1C=C2C(=NC1)NN=C2)C(=O)NC)OCCCl